(S)-N-(Cyclobutyl(cyclopropyl)methyl)-2-iodo-9H-purin-6-amine C1(CCC1)[C@@H](NC1=C2N=CNC2=NC(=N1)I)C1CC1